2-methyl-7-[phenyl(phenylamino)methyl]-8-quinolinol CC1=NC2=C(C(=CC=C2C=C1)C(NC1=CC=CC=C1)C1=CC=CC=C1)O